P(=O)([O-])([O-])[O-].[K+].[C@@H]1([C@H](O)[C@H](O)[C@@H](CO)O1)N1C=NC=2C(O)=NC=NC12.[K+].[K+] inosine potassium phosphate